N-((3-chlorophenyl)(cyano)methyl)-1-(5-methyl-2-((tetrahydro-2H-pyran-4-yl)amino)-pyrimidin-4-yl)-1H-imidazole-4-amide ClC=1C=C(C=CC1)C(NC(=O)C=1N=CN(C1)C1=NC(=NC=C1C)NC1CCOCC1)C#N